[Cl-].C(CCCCCCCCCCC)[NH+]1CC(CC1)CC 1-Dodecyl-3-ethylpyrrolidinium chlorid